3-(4-(2-(3-fluorocyclohex-2-en-1-yl)-2-(1-methyl-1H-pyrazole-5-carboxamido)acetamido)phenyl)-2,4-dimethylpyridine 1-oxide FC1=CC(CCC1)C(C(=O)NC1=CC=C(C=C1)C=1C(=[N+](C=CC1C)[O-])C)NC(=O)C1=CC=NN1C